N-n-pentadecanoyl-tyrosine C(CCCCCCCCCCCCCC)(=O)N[C@@H](CC1=CC=C(C=C1)O)C(=O)O